ClC1=NC(=C2C(=N1)N(N=C2)[C@H]2[C@@H]([C@@H]([C@H](O2)COC(C2=NN=NN2)P(O)(O)=O)O)O)NC2CCCC2 ((((2R,3S,4R,5R)-5-(6-chloro-4-(cyclopentylamino)-1H-pyrazolo[3,4-d]pyrimidin-1-yl)-3,4-dihydroxytetrahydrofuran-2-yl)methoxy)(1H-tetrazol-5-yl)methyl)phosphonic acid